[S+2].C(CCCCCCCCCCCCCCCCC)(=O)[O-].[Zn+2].C(CCCCCCCCCCCCCCCCC)(=O)[O-].C(CCCCCCCCCCCCCCCCC)(=O)[O-].C(CCCCCCCCCCCCCCCCC)(=O)[O-] Zinc stearate Sulfur